ClC=1C(N(C(=CC1OC([2H])([2H])C1=NC=C(C=C1F)F)C)C1=C(C(=NC=C1C)C1=C(C(=NC=C1)C(C)(C)O)F)F)=O 3-chloro-1-[3,3'-difluoro-2'-(2-hydroxypropan-2-yl)-5-methyl-[2,4'-bipyridin]-4-yl]-4-[(3,5-difluoropyridin-2-yl)(2H2)methoxy]-6-methylpyridin-2-one